2-(2-chloroethyl)naphthalene ClCCC1=CC2=CC=CC=C2C=C1